10-(4-chlorophenyl)-2-(naphthalen-2-yl)phenanthrene ClC1=CC=C(C=C1)C1=CC2=CC=CC=C2C=2C=CC(=CC12)C1=CC2=CC=CC=C2C=C1